ClC1=NC=C2C(=N1)N(C(N(C2)C2=C(C=CC=C2C)C)=O)C2CCCCC2 7-chloro-1-cyclohexyl-3-(2,6-dimethylphenyl)-3,4-dihydropyrimido[4,5-d]Pyrimidin-2(1H)-one